FC12CC(C1)(C2)COC2=NN=C(S2)N 5-((3-fluorobicyclo(1.1.1)pentan-1-yl)methoxy)-1,3,4-thiadiazol-2-amine